[SiH2]=CCCC silapenten